C(C)(C)(C)C1=NN(C(=C1)NC(=O)NC1=C(C=C(C=C1)OC1=CC=NC=2NC(C=NC21)=O)SC)CCN(C)C (3-(tert-butyl)-1-(2-(dimethylamino)ethyl)-1H-pyrazol-5-yl)-3-(2-(methylthio)-4-((3-keto-3,4-dihydropyrido[2,3-b]pyrazin-8-yl)oxy)phenyl)urea